1-(((3S,4S)-1-acetyl-3-fluoropiperidin-4-yl)methyl)-4-chloro-N-(3-methyl-5-(phenylethynyl)pyridin-2-yl)-1H-pyrazole-5-carboxamide C(C)(=O)N1C[C@H]([C@@H](CC1)CN1N=CC(=C1C(=O)NC1=NC=C(C=C1C)C#CC1=CC=CC=C1)Cl)F